(2R)-2-[5-(2-cyclopropyl-5-methylphenyl)-1,2,4-oxadiazol-3-yl]-1,1-difluoro-6-azaspiro[2.5]octane-6-sulfonamide C1(CC1)C1=C(C=C(C=C1)C)C1=NC(=NO1)[C@@H]1C(C12CCN(CC2)S(=O)(=O)N)(F)F